O[C@@H](CNS(=O)(=O)C1=CC=C(C=C1)C)C N-[(2R)-2-hydroxypropyl]-4-methylbenzene-1-sulfonamide